tributylmethylammonium 2-propylhexanoate C(CC)C(C(=O)[O-])CCCC.C(CCC)[N+](C)(CCCC)CCCC